5-(4-methoxyphenyl)valeraldehyde COC1=CC=C(C=C1)CCCCC=O